COC=1N=C2C(=CC=NC2=CC1OC)OC1=C(C=C(C=C1)NC(=O)C=1C(N(C(=C(C1)C(C)O)C)C1=CC=C(C=C1)F)=O)F N-[4-[(6,7-dimethoxy-1,5-naphthyridin-4-yl)oxy]-3-fluorophenyl]-1-(4-fluorophenyl)-5-(1-hydroxyethyl)-6-methyl-2-oxopyridine-3-carboxamide